FC(C(C(F)(F)F)([O-])C(F)(F)F)(F)F.[Li+] Lithium 1,1,1,3,3,3-hexafluoro-2-(trifluoromethyl)propan-2-olate